(Z)-3-(4-(1H-1,2,4-triazol-1-yl)pyridin-3-yl)-2-(5-bromo-1H-indol-3-yl)acrylonitrile N1(N=CN=C1)C1=C(C=NC=C1)\C=C(/C#N)\C1=CNC2=CC=C(C=C12)Br